CC1CCC(CC1)N(C(C(C)C)=O)[C@H]1C[C@H](N(C1)C(=O)OCC1=CC=CC=C1)C(=O)N1CCOCC1 benzyl (2S,4S)-4-(N-((1s,4R)-4-methylcyclohexyl)isobutyramido)-2-(morpholine-4-carbonyl)pyrrolidine-1-carboxylate